C(C)(C)(C)OC(=O)N1CCC2(CN(CC(N2)=O)C2=CC(=C(C=C2)CN2CCC(CC2)(C)C)F)CC1 4-(4-((4,4-dimethylpiperidin-1-yl)methyl)-3-fluorophenyl)-2-oxo-1,4,9-triazaspiro[5.5]undecane-9-carboxylic acid tert-butyl ester